(1R,3S)-3-(5-amino-2H-pyrazol-3-yl)cyclopentyl N-cyclopentyl-carbamate C1(CCCC1)NC(O[C@H]1C[C@H](CC1)C=1NN=C(C1)N)=O